C(C(=C)C)(=O)O.C(CCC)OC(COCCO)O butoxydiethylenglycol methacrylate